tert-butyl (6-((3-((2-chloro-5-((methyl-d3)carbamoyl)pyridin-4-yl)amino)-2-methoxybenzamido)methyl)pyridin-3-yl)carbamate ClC1=NC=C(C(=C1)NC=1C(=C(C(=O)NCC2=CC=C(C=N2)NC(OC(C)(C)C)=O)C=CC1)OC)C(NC([2H])([2H])[2H])=O